CC1=NC2=CC(=CC(=C2N=C1N1CCCCC1)C(C)=O)C 1-[2,7-dimethyl-3-(1-piperidyl)quinoxalin-5-yl]ethanone